3-[4-(1,1-dioxotetrahydrothiophen-3-yl)phenyl]Azetidine-1-carboxylic acid tert-butyl ester C(C)(C)(C)OC(=O)N1CC(C1)C1=CC=C(C=C1)C1CS(CC1)(=O)=O